FC1=C(C(=CC2=C1C[C@@H](CS2)NCCC2COCC2)O)N2CC(NS2(=O)=O)=O 5-[(3S)-5-fluoro-7-hydroxy-3-{[2-(oxolan-3-yl)ethyl]amino}-3,4-dihydro-2H-1-benzothiopyran-6-yl]-1λ6,2,5-thiadiazolidine-1,1,3-trione